ClC1=NC(=C(C=C1C#N)F)NC1=CC2=C(N(C(N2)=O)C)C=C1 2-chloro-5-fluoro-6-[(1-methyl-2-oxo-3H-benzimidazol-5-yl)amino]pyridine-3-carbonitrile